ethyl 2-[(2,6-dimethylpyridin-3-yl)methyl]-8-methyl-4,5-dihydro-2H-furo[2,3-g]indazole-7-carboxylate CC1=NC(=CC=C1CN1N=C2C3=C(CCC2=C1)OC(=C3C)C(=O)OCC)C